N-(1-(4-chlorophenyl)-4-(4,5-dihydro-oxazol-2-yl)-1H-pyrazol-5-yl)-3-methylbenzamide ClC1=CC=C(C=C1)N1N=CC(=C1NC(C1=CC(=CC=C1)C)=O)C=1OCCN1